NCCCCC[SiH2]C(OC)OC 3-(2-aminoethyl)propyldimethoxymethylsilane